O1[CH-]C(C=C1)=O oxolidone